4-chloro-6-(1H-imidazol-1-yl)-1-methyl-1,5-naphthyridin-2(1H)-one ClC1=CC(N(C2=CC=C(N=C12)N1C=NC=C1)C)=O